C1(=CC=CC=C1)N(C1=CC=C2C=CC3=C(C=CC4=CC=C1C2=C34)N(C3=CC=CC=C3)C3=CC=CC=C3)C3=CC=CC=C3 1,6-bis(diphenylamino)pyrene